COC1(C=2C3=C(C(N(C2CCC1)COCC[Si](C)(C)C)=O)SC(=C3)C=3C=NN(C3)COCC[Si](C)(C)C)C 9-methoxy-9-methyl-5-((2-(trimethylsilyl)ethoxy)methyl)-2-(1-((2-(trimethylsilyl)ethoxy)methyl)-1H-pyrazol-4-yl)-6,7,8,9-tetrahydrothieno[2,3-c]quinolin-4(5H)-one